BrC=1C(=CC(NC1)=O)C=1OC(=NN1)C(F)F 5-Bromo-4-(5-(difluoromethyl)-1,3,4-oxadiazol-2-yl)pyridine-2(1H)-On